C(C(C)=C)OCC(C(=O)OCCCCCCCCCCCCCCCCCCCC)=C eicosyl α-methallyloxymethylacrylate